C[C@@H]1[C@@H](C1)C(=O)O (1R,2S)-2-METHYLCYCLOPROPANECARBOXYLIC ACID